N(=[N+]=[N-])C[C@H](N)C(=O)O L-β-azidoalanine